C(C(C)(C)C)(OC(C)(C)C)=N tert-butyl pivalimidate